(2-nonaphenyl-biphenyl) gallium [Ga].C1(=CC=CC2=CC3=CC4=CC5=CC=C6C=C7C=C8C=C9C=CC=CC9=CC8=CC7=CC6=C5C=C4C=C3C=C12)C1=C(C=CC=C1)C1=CC=CC=C1